C(C)OC(=O)C1=C(NC(=N[C@H]1C1=C(C(=CC=C1)F)C)C=1SC=CN1)CN1C2C(C(C1)(F)F)CC(C2)C(=O)O (cis)-1-(((S)-5-(ethoxycarbonyl)-6-(3-fluoro-2-methylphenyl)-2-(thiazol-2-yl)-3,6-dihydropyrimidin-4-yl)methyl)-3,3-difluorooctahydrocyclopenta[b]pyrrole-5-carboxylic acid